ClC=1C=C2C=NN(C2=C(C1)C(=O)N)CC=1SC(=NN1)C1=CC=CC=C1 5-chloro-1-((5-phenyl-1,3,4-thiadiazol-2-yl)methyl)-1H-indazole-7-carboxamide